2-cyclopropyl-5-hydroxy-6-(3-nitrophenyl)-3-oxopyridazine-4-carboxylic acid methyl ester COC(=O)C=1C(N(N=C(C1O)C1=CC(=CC=C1)[N+](=O)[O-])C1CC1)=O